(2S,4r)-N-[2-amino-1-methyl-2-oxo-1-(pyrazol-1-ylmethyl)ethyl]-1-[(2S)-2-(4-cyclopropyltriazol-1-yl)-3,3-dimethyl-butyryl]-4-hydroxy-pyrrolidine-2-carboxamide NC(C(CN1N=CC=C1)(C)NC(=O)[C@H]1N(C[C@@H](C1)O)C([C@H](C(C)(C)C)N1N=NC(=C1)C1CC1)=O)=O